NC1=C2C(=NC=N1)N(N=C2C2=CC=C(C=C2)OC2=CC=CC=C2)CCNS(=O)(=O)C2=C(C(=C(C(=C2F)F)F)F)F N-[2-[4-amino-3-(4-phenoxyphenyl)pyrazolo[3,4-d]pyrimidin-1-yl]ethyl]-2,3,4,5,6-pentafluoro-benzenesulfonamide